FC1=CC(=NC=C1)[C@@H](C)N1N=CC=2C1=NC(=CN2)NC2=NNC(=C2)C (R)-1-(1-(4-fluoropyridin-2-yl)ethyl)-N-(5-methyl-1H-pyrazol-3-yl)-1H-pyrazolo[3,4-b]pyrazin-6-amine